C(C1=CC=CC=C1)C1CCN(CC1)CCNC(OC(C)(C)C)=O tert-butyl (2-(4-benzylpiperidin-1-yl)ethyl)carbamate